ClC=1C=CC(=NC1)CN1C(=NC=2N(C(N(C(C12)=O)CCCO)=O)C)OC1=CC(=C(C=C1)F)F 7-((5-chloropyridin-2-yl)methyl)-8-(3,4-difluorophenoxy)-1-(3-hydroxypropyl)-3-methyl-1H-purine-2,6(3H,7H)-dione